tert-butyl-3-((4,6-difluorobenzo[d]thiazol-2-yl)carbamoyl)piperidine-1-carboxylate C(C)(C)(C)OC(=O)N1CC(CCC1)C(NC=1SC2=C(N1)C(=CC(=C2)F)F)=O